(3-(trifluoromethoxy)phenyl-2,4,6-d3)boronic acid FC(OC=1C(=C(C(=CC1[2H])[2H])B(O)O)[2H])(F)F